vinyl-tris(β-methylethoxy)silane C(=C)[Si](OCCC)(OCCC)OCCC